F[C@H]1C[C@H]2[C@@H]3C[C@H]([C@](C(CO)=O)([C@]3(C[C@@H]([C@@H]2[C@]2(C=CC(C=C12)=O)C)O)C)O)O 6α-Fluoro-11β,16α,17,21-tetrahydroxypregna-1,4-diene-3,20-dione